4-((3-Chloroisoquinolin-5-yl)amino)piperidine-1-carboxylic acid tert-butyl ester C(C)(C)(C)OC(=O)N1CCC(CC1)NC1=C2C=C(N=CC2=CC=C1)Cl